C[C@@H](CC)N1C(=CC=C1CCCC1=CC=CC=C1)C(=O)NC=1C=C(C=C(C1)C)[C@H]1[C@@H](C1)C(=O)O |o1:28,29| rel-(1R,2R)-2-{3-[({1-[(2S)-2-butanyl]-5-(3-phenylpropyl)-1H-pyrrole-2-yl}carbonyl)Amino]-5-methylphenyl}cyclopropanecarboxylic acid